N-(PIPERIDIN-3-YLMETHYL)CYCLOHEXANESULFONAMIDE N1CC(CCC1)CNS(=O)(=O)C1CCCCC1